(Z)-3-((4-((tert-butyldiphenylsilyl)oxy)but-2-en-1-yl)oxy)-4-(4-methylpiperazin-1-yl)aniline [Si](C1=CC=CC=C1)(C1=CC=CC=C1)(C(C)(C)C)OC\C=C/COC=1C=C(N)C=CC1N1CCN(CC1)C